4-(3-(dimethylamino)pyrrolidin-1-yl)-6-methoxybenzene-1,3-diamine CN(C1CN(CC1)C1=C(C=C(C(=C1)OC)N)N)C